N-formyl-isopropyl-penicillamine C(=O)N([C@@H](C(C)(C)S)C(=O)O)C(C)C